(1-(((tert-butyldimethylsilyloxy)methyl)cyclopropyl)methyl)-6-chloro-5-nitro-1H-indazole [Si](C)(C)(C(C)(C)C)OCC1(CC1)CN1N=CC2=CC(=C(C=C12)Cl)[N+](=O)[O-]